2,N4-diphenylethyl-1,3,5-triazine-2,4-diamine hydrochloride Cl.C1(=CC=CC=C1)CCC1=NC(=NC(=N1)N)NC1=CC=CC=C1